C(C)(C)C1=C(C=C(C=C1)/C=C/C1=NC=CN=C1)OC (E)-2-(4-isopropyl-3-methoxyphenylvinyl)pyrazine